1-(cyclopentylmethoxy)pyridin-1-ium 4-toluenesulfonate CC1=CC=C(C=C1)S(=O)(=O)[O-].C1(CCCC1)CO[N+]1=CC=CC=C1